C(C)(C)(C)OC(=O)NCC[C@]1(OC2=C(C1)C=C(C=C2[C@@H](C)NC2=NC=1N(C=C2)N=CC1C(=O)OCC)F)C ethyl 5-(((R)-1-((S)-2-(2-((tert-butoxycarbonyl)amino)ethyl)-5-fluoro-2-methyl-2,3-dihydrobenzofuran-7-yl)ethyl)amino)pyrazolo[1,5-a]pyrimidine-3-carboxylate